CC(CCC([SiH3])(C)C)([SiH3])C 1,1,4,4-tetramethyl-1,4-disilylbutane